lithium 5-((tert-butoxycarbonyl) amino)-1,3,4-oxadiazole-2-carboxylate C(C)(C)(C)OC(=O)NC1=NN=C(O1)C(=O)[O-].[Li+]